2-(5-(1,1-difluoroethyl)pyrimidin-2-yl)-2-methylpropanoic acid FC(C)(F)C=1C=NC(=NC1)C(C(=O)O)(C)C